COC1=C(C(=O)OC)C=C(C=C1)C1CC(CCC1)NC(=O)C1CCOCC1 methyl 2-methoxy-5-(3-(tetrahydro-2H-pyran-4-carboxamido)cyclohexyl)benzoate